COC1=CC2=C(N(CCCC2)CC2=CC=C(C(=O)NO)C=C2)C=C1 4-((7-methoxy-2,3,4,5-tetrahydro-1H-benzo[b]azepin-1-yl)methyl)-N-hydroxybenzamide